benzyl (2-(3-(5-chloro-3-neopentyl-4-oxo-3,4-dihydroquinazolin-2-yl)-1-methylpiperidin-2-yl)ethyl)carbamate ClC1=C2C(N(C(=NC2=CC=C1)C1C(N(CCC1)C)CCNC(OCC1=CC=CC=C1)=O)CC(C)(C)C)=O